L-3-hydroxyvaleric acid OC(CC(=O)O)CC